4-piperidinecarbonitrile N1CCC(CC1)C#N